N1C(C1)COC=C 1-(aziridin-2-yl)-2-oxabut-3-ene